2-methyl-3-methylbutyl propionate C(CC)(=O)OCC(C(C)C)C